CN(C(OC(C)(C)C)=O)C[C@H](C)OC=1N(N=CC1C=1C=C2C(=NN(C2=CC1)C1OCCCC1)C#C[Si](C(C)C)(C(C)C)C(C)C)C tert-butyl N-methyl-N-[(2S)-2-[2-methyl-4-[1-tetrahydropyran-2-yl-3-(2-triisopropylsilylethynyl)indazol-5-yl]pyrazol-3-yl]oxypropyl]carbamate